(2R)-2-(3-{5-Chloro-2-[(2-methyl-2H-1,2,3-triazol-4-yl)amino]pyrimidin-4-yl}-5-oxo-5H,6H,7H-pyrrolo[3,4-b]pyridin-6-yl)-N-[(1S)-1-(3-fluoro-5-methoxyphenyl)-2-hydroxyethyl]propanamid ClC=1C(=NC(=NC1)NC1=NN(N=C1)C)C=1C=C2C(=NC1)CN(C2=O)[C@@H](C(=O)N[C@H](CO)C2=CC(=CC(=C2)OC)F)C